COCO[C@@H]1[C@H](CO[C@@H]([C@@H]1OCOC)COCOC)NC(CC(F)(F)F)=O N-((3S,4R,5R,6R)-4,5-bis(methoxymethoxy)-6-((methoxymethoxy)methyl)tetrahydro-2H-pyran-3-yl)-3,3,3-trifluoropropanamide